4,6-difluoro-3-propoxydibenzo[b,d]thiophene FC1=C(C=CC2=C1SC1=C2C=CC=C1F)OCCC